(R)-N-(2-(3-(2-(4-(3-chlorophenyl)piperazin-1-yl)ethyl)-1-oxo-2-oxa-8-azaspiro[4.5]decan-8-yl)-2-oxoethyl)methanesulfonamide ClC=1C=C(C=CC1)N1CCN(CC1)CC[C@@H]1OC(C2(C1)CCN(CC2)C(CNS(=O)(=O)C)=O)=O